CC(C(=O)OCC)CCC(C)C ethyl 2,3-dimethyl-2-butylacetate